(S)-2-((((9H-fluoren-9-yl)methoxy)carbonyl)(methyl)amino)-4-(m-tolyl)butanoic acid C1=CC=CC=2C3=CC=CC=C3C(C12)COC(=O)N([C@H](C(=O)O)CCC=1C=C(C=CC1)C)C